C1(=CC=CC=C1)C(C)(C)[N] (E)-(2-phenylpropan-2-yl)nitrogen